7-methoxy-1-methyl-9-(1-(piperidin-1-yl)propan-2-yl)-9H-pyrido[3,4-b]indole COC1=CC=C2C3=C(N(C2=C1)C(CN1CCCCC1)C)C(=NC=C3)C